1-(8-fluoro-3-(trifluoromethyl)-6,7,8,9-tetrahydroimidazo[1,2-a:5,4-b']dipyridin-7-yl)-2-oxopyrrolidin FC1C(CC=2N(C1)C1=NC=C(C=C1N2)C(F)(F)F)N2C(CCC2)=O